O=S1(N(CC=C1)[C@H]1CN(CCC1)CC1=CC(=NC=C1)CNC1=CC=C(C=C1)C1=CC2=C(N=CN=C2N2CCS(CC2)(=O)=O)N1)=O (R)-4-(6-(4-(((4-((3-(1,1-dioxidoisothiazol-2(3H)-yl)piperidin-1-yl)methyl)pyridin-2-yl)methyl)amino)phenyl)-7H-pyrrolo[2,3-d]pyrimidin-4-yl)thiomorpholine 1,1-dioxide